The molecule is a 1-acyl-sn-glycerol 3-phosphate in which the 1-acyl substituent is specified as icosanoyl (arachidoyl). It derives from an icosanoic acid. It is a conjugate acid of a 1-icosanoyl-sn-glycero-3-phosphate(2-). CCCCCCCCCCCCCCCCCCCC(=O)OC[C@H](COP(=O)(O)O)O